BrC1=CC=C2C(=NC(=NC2=C1)NC)NCCOCC 7-bromo-N4-(2-ethoxyethyl)-N2-methyl-quinazoline-2,4-diamine